N-[(1S)-4,4-difluoro-1-[2-(methylamino)-2-oxo-acetyl]pentyl]-5-fluoro-2-[(3-fluorobenzoyl)amino]pyridine-3-carboxamide FC(CC[C@@H](C(C(=O)NC)=O)NC(=O)C=1C(=NC=C(C1)F)NC(C1=CC(=CC=C1)F)=O)(C)F